C(C1=CC=CC=C1)N1C(OC(C1=O)=C(C1=CC=CC=C1)C1=CC=CC=C1)=O 3-benzyl-5-(diphenylmethylene)oxazolidine-2,4-dione